N[C@@H](CO)C1CC1 (R)-2-amino-2-cyclopropylethan-1-ol